tartaric acid (2,3-di-tert-butylsuccinate) C(C)(C)(C)C(C(=O)O)C(C(=O)O)C(C)(C)C.C(C(O)C(O)C(=O)O)(=O)O